(3aS,4R,6aR)-1-((((2S,3S)-2-amino-3-methylpentanoyloxy)methoxy)carbonyl)-4-(4-boronobutyl)octahydropyrrolo[3,4-b]pyrrole-4-carboxylic acid N[C@H](C(=O)OCOC(=O)N1[C@@H]2[C@H](CC1)[C@@](NC2)(C(=O)O)CCCCB(O)O)[C@H](CC)C